3-(3-((tert-butyldimethylsilyl)oxy)propoxy)-5-(1-fluorocyclopropyl)-4-nitro-1-(tetrahydro-2H-pyran-4-yl)-1H-pyrazole [Si](C)(C)(C(C)(C)C)OCCCOC1=NN(C(=C1[N+](=O)[O-])C1(CC1)F)C1CCOCC1